C(#N)C1C2C=CC(C1)C2 5-cyanobicyclo[2.2.1]Hept-2-ene